3-{[1-({(3R,4R)-1-[(3-fluoro-5-iodothiophen-2-yl)carbonyl]-3-phenylpiperidin-4-yl}carbonyl)-4-hydroxypiperidin-4-yl]methyl}-7-methyl-3,7-dihydro-4H-pyrrolo[2,3-d]pyrimidin-4-one FC1=C(SC(=C1)I)C(=O)N1C[C@H]([C@@H](CC1)C(=O)N1CCC(CC1)(O)CN1C=NC2=C(C1=O)C=CN2C)C2=CC=CC=C2